ClC1=C(C=CC=C1)NC1=C(SC(=C1)C1CC1)C(=O)OC methyl 3-((2-chlorophenyl) amino)-5-cyclopropylthiophene-2-carboxylate